C(C1=CC=CC=C1)OC(=O)N1[C@H](CN(CC1)C=1C2=C(N(C(N1)=O)C=1C(=NC=CC1C)C(C)C)N=C(C(=C2)Cl)Cl)CC#N.BrC2=CC=C(C=C2)SCC 4-bromophenyl-ethyl-sulfane benzyl-(S)-2-(cyanomethyl)-4-(6,7-dichloro-1-(M)-(2-isopropyl-4-methylpyridin-3-yl)-2-oxo-1,2-dihydropyrido[2,3-d]pyrimidin-4-yl)piperazine-1-carboxylate